C[Si](CCOCN1N=CC(=C1)C1=CC2=C(C(N1)=O)N=CS2)(C)C 6-[1-(2-trimethylsilylethoxymethyl)pyrazol-4-yl]-5H-thiazolo[4,5-c]pyridin-4-one